p-methoxybenzenesulfonyl chloride COC1=CC=C(C=C1)S(=O)(=O)Cl